FC(C1=CC=C2CC(COC2=C1)C(=O)N)(F)F 7-(trifluoromethyl)chromane-3-carboxamide